C(C)(C)(C)OC(=O)N1CC(CC1)OC1=NC=C(C=C1)C(F)(F)F 3-(5-(trifluoromethyl)pyridin-2-yloxy)pyrrolidine-1-carboxylic acid tert-butyl ester